The molecule is a hexanoate ester resulting from the formal condensation of hexanoic acid (caproic acid) with isobutanol. It has a role as a metabolite. It derives from an isobutanol. CCCCCC(=O)OCC(C)C